C1(=CC=CC=C1)C=1C=C(N2C(NC=3C=CC=CC3C21)=O)C2=CC=CC=C2 1,3-Diphenylpyrrolo[1,2-c]quinazolin-5(6H)-one